FC(OC1=CC=C(CNC=2C(OC3=CC(=CC=C3C2)O)=O)C=C1)(F)F 3-(4'-trifluoromethoxybenzylamino)-7-hydroxycoumarin